gamma-thiocarbonylcaprolactone C(=S)=C1CCC(=O)OCC1